3-((2-((2-methoxyphenyl)amino)quinazolin-4-yl)amino)propan-1-ol COC1=C(C=CC=C1)NC1=NC2=CC=CC=C2C(=N1)NCCCO